OCC1=NC(=CC2=C1CNC2=O)N(C(C)C)C 4-(hydroxymethyl)-6-[methyl(propan-2-yl)amino]-2,3-dihydro-1H-pyrrolo[3,4-c]pyridin-1-one